C(C)(C)(C)OC(=O)NC(C(=O)O)(C)C 2-((tert-butoxycarbonyl)amino)-2-methylpropanoic acid